CC=1CCC2C(CCC(C2C1)C(C)C)=C 1,2,3,4,4A,5,6,8A-octahydro-7-methyl-4-methylene-1-(1-methylethyl)naphthalene